C(CC)N1CCN(CC1)C=1C=C(C=CC1)C=1N=NNC1 4-(3-(4-propylpiperazin-1-yl)phenyl)-1H-1,2,3-triazol